N,N-bis(2-acetoxyethyl)-2-(tetrahydrofurfuryloxycarbonyl)ethylamine C(C)(=O)OCCN(CCOC(C)=O)CCC(=O)OCC1CCCO1